NC1=C(C(=NN1[C@@H]1CCC2=CC=CC=C12)C1=CC=C(C=C1)CNC(C1=C(C=CC=C1)OC)=O)C#N N-[[4-[5-amino-4-cyano-1-[(1R)-indan-1-yl]pyrazol-3-yl]phenyl]methyl]-2-methoxy-benzamide